NC1=NNC2=CC=C(C=C12)C1=CC(=NC=C1)NC(=O)NCCC 1-(4-(3-amino-1H-indazol-5-yl)pyridin-2-yl)-3-propylurea